3,5-bis(dimethylthiocarbamoyloxy)benzoic acid methyl ester COC(C1=CC(=CC(=C1)OC(N(C)C)=S)OC(N(C)C)=S)=O